COC1=C(C(=O)C2=CC=CC=C2)C=C(C(=C1)OC)C(C)=O 2,4-dimethoxy-5-acetyl-benzophenone